ClC1=NN2C(N=CC3=C2[C@@](CN3C(=O)NC=3C=NN(C3)S(=O)(=O)C)(C(F)(F)F)C)=C1 (R)-2-chloro-8-methyl-N-(1-(methylsulfonyl)-1H-pyrazol-4-yl)-8-(trifluoromethyl)-7,8-dihydro-6H-pyrazolo[1,5-a]pyrrolo[2,3-e]pyrimidine-6-carboxamide